[N+](=[N-])=CC(CC[C@@H](C(=O)O)NC([C@H](C)OC)=O)=O (S)-6-diazo-2-((S)-2-methoxypropionamido)-5-oxohexanoic acid